6-{5-chloro-2-[(oxacyclohex-4-yl)amino]pyrimidin-4-yl}-2-[2-(1-hydroxy-2,3,4,5-tetrahydro-1H-3-benzazepin-3-yl)-2-oxoethyl]-2,3-dihydro-1H-isoindol-1-one ClC=1C(=NC(=NC1)NC1CCOCC1)C1=CC=C2CN(C(C2=C1)=O)CC(=O)N1CCC2=C(C(C1)O)C=CC=C2